COC1=CC=C(CN(C=2C=3N(C=C(N2)C=2C=C(C#N)C=CC2)N=C(N3)Br)CC3=CC=C(C=C3)OC)C=C1 3-(8-(bis(4-methoxybenzyl)amino)-2-bromo-[1,2,4]Triazolo[1,5-a]Pyrazin-6-yl)benzonitrile